N1(C=NC2=C1C=CC=C2)C2=C(SC=C2)C(=O)N 3-(1H-benzo[d]imidazol-1-yl)thiophene-2-carboxamide